4-fluoro-N-[4-fluoro-5-[2-[rac-(2R,6S)-2,6-dimethylmorpholin-4-yl]pyrimidin-5-yl]-2-[rac-(3S,5R)-3,4,5-trimethylpiperazin-1-yl]phenyl]-2-(trifluoromethyl)benzamide FC1=CC(=C(C(=O)NC2=C(C=C(C(=C2)C=2C=NC(=NC2)N2C[C@H](O[C@H](C2)C)C)F)N2C[C@@H](N([C@@H](C2)C)C)C)C=C1)C(F)(F)F |r|